C=C(C(=O)OCC(=O)O)CC(OC1C(CC1(C)C)(C)C)=O 2-((2-methylene-4-oxo-4-(2,2,4,4-tetramethylcyclobutoxy)butanoyl)oxy)acetic acid